BrC1=CC=CC2=C1OCC=1C2=NN(C1)C1COC1 6-bromo-2-(oxetan-3-yl)-2,4-dihydrochromeno[4,3-c]pyrazole